O[C@@]1(CNCC1)COC=1C(=CC(=NC1)C)C1=CC=2N(C=C1)N=C(C2)NC(=O)C2CC2 (S)-N-[5-[5-[(3-hydroxypyrrolidin-3-yl)methoxy]-2-methyl-4-pyridyl]pyrazolo[1,5-a]pyridin-2-yl]-cyclopropanecarboxamide